(S)-N-(1-(4-(hydroxymethyl)phenyl)ethyl)-1-methyl-3-((3-(trifluoromethyl)phenyl)amino)-1H-Indole-2-carboxamide OCC1=CC=C(C=C1)[C@H](C)NC(=O)C=1N(C2=CC=CC=C2C1NC1=CC(=CC=C1)C(F)(F)F)C